C(C)OC1=C(N=NC(=C1C1=CC=C(C=C1)F)C)C(=O)O 4-ethoxy-5-(4-fluorophenyl)-6-methylpyridazine-3-carboxylic acid